ClC=1C=C(C=CC1F)NC(=O)C=1N(C=C2C1CCC2NC(OC[C@H]2NC(CC2)=O)=O)C ((S)-5-oxopyrrolidin-2-yl)methyl (1-((3-chloro-4-fluorophenyl)carbamoyl)-2-methyl-2,4,5,6-tetrahydrocyclopenta[c]pyrrol-4-yl)carbamate